C(#N)N[N+](=O)[O-] nitric acid, cyanoamide